C(C)OC1=CC=C(C=C1)NC(=O)C1=C2C=CC(=CC2=CC=C1)OC1=CC=NC2=CC(=C(C=C12)C(=O)N)OC 4-((5-((4-ethoxyphenyl)carbamoyl)naphthalen-2-yl)oxy)-7-methoxyquinoline-6-carboxamide